CC1(OB(OC1(C)C)C=1C=C2CCNC(C2=CC1)=O)C 6-(4,4,5,5-TETRAMETHYL-1,3,2-DIOXABOROLAN-2-YL)-3,4-DIHYDROISOQUINOLIN-1(2H)-ONE